C(C=C)(=O)NC1=C(C=C(C(=C1)NC1=NC=C(C(=N1)NC1=C(C=CC=C1)NS(=O)(=O)C)Cl)OC)N(CCN(C(OCC1=CC=CC=C1)=O)C)C benzyl (2-((2-acrylamido-4-((5-chloro-4-((2-(methylsulfonamido)phenyl)amino) pyrimidin-2-yl)amino)-5-methoxyphenyl)(methyl)amino) ethyl)(methyl)carbamate